C(#N)C1(C2CCN(CC12)C(=O)OC(C)(C)C)C1=CC=NN1C tert-butyl 7-cyano-7-(1-methyl-1H-pyrazol-5-yl)-3-azabicyclo[4.1.0]heptane-3-carboxylate